1-(4-methylthiophenyl)-1H-pyrrole-2,5-dione CSC1=CC=C(C=C1)N1C(C=CC1=O)=O